C(C)OC(CCC1=CC(=C(C(=C1)N1N=C2C(=N1)C=CC(=C2)Cl)O)C(C)(C)C)=O 3-[3-tert-butyl-5-(5-chlorobenzotriazol-2-yl)-4-hydroxy-phenyl]propionic acid ethyl ester